2-(2-(cyclopentanesulfonamido)thiazol-4-yl)-N-(4-(6-ethoxypyrazin-2-yl)phenyl)-2-methylpropanamide C1(CCCC1)S(=O)(=O)NC=1SC=C(N1)C(C(=O)NC1=CC=C(C=C1)C1=NC(=CN=C1)OCC)(C)C